tert-butyl 3-(3-(6-aminopyridin-2-yl)-4-fluorophenyl)-2,2-dimethylpropionate NC1=CC=CC(=N1)C=1C=C(C=CC1F)CC(C(=O)OC(C)(C)C)(C)C